6-amino-4-(1-methyl-1H-indazol-6-yl)-2-[2-(pyridin-2-yl)prop-2-en-1-yl]-2,3-dihydro-1H-isoindol-1-one NC1=CC(=C2CN(C(C2=C1)=O)CC(=C)C1=NC=CC=C1)C1=CC=C2C=NN(C2=C1)C